OCC1(CCC1)NC=1C2=C(N=C(N1)C=1C=CC3=C(NS4(C3CCC4)=O)C1)CC[S@]2=O 7-((R)-4-((1-(hydroxymethyl)cyclobutyl)amino)-5-oxido-6,7-dihydrothieno[3,2-d]pyrimidin-2-yl)-1,2,3,9b-tetrahydrobenzo[c]thieno[2,1-e]isothiazole 4-oxide